3-fluoro-4-(6-methoxy-3,4-dihydronaphthalen-1-yl)phenyl trifluoromethanesulfonate FC(S(=O)(=O)OC1=CC(=C(C=C1)C1=CCCC2=CC(=CC=C12)OC)F)(F)F